(R)-4-amino-1-(bicyclo[1.1.1]pentan-1-yl)-N-(1-(3-(difluoromethyl)-2-fluorophenyl)ethyl)-6-oxo-1,6-dihydropyridine-3-carboxamide NC=1C(=CN(C(C1)=O)C12CC(C1)C2)C(=O)N[C@H](C)C2=C(C(=CC=C2)C(F)F)F